OCNC(=O)NCO 1,3-bis(hydroxymethyl)urea